copper-rhodium-cobalt [Co].[Rh].[Cu]